1-chlorodecyl isobutyrate C(C(C)C)(=O)OC(CCCCCCCCC)Cl